O=C(CNC(=O)C1N(CCCC1)C(=O)OCC1=CC=CC=C1)C1=CC=C(C=C1)C Benzyl 2-((2-oxo-2-(p-tolyl)ethyl)carbamoyl)piperidine-1-carboxylate